N-(1-cyclohexylethyl)-4-(4-phenyl-1H-1,2,3-triazol-5-yl)naphthalene-1-sulfonamide tert-butyl-(1R)-1-[[(R)-tert-butylsulfinyl]amino]spiro[indan-2,4'-piperidine]-1'-carboxylate C(C)(C)(C)OC(=O)N1CCC2(CC1)[C@H](C1=CC=CC=C1C2)N[S@](=O)C(C)(C)C.C2(CCCCC2)C(C)NS(=O)(=O)C2=CC=C(C1=CC=CC=C21)C2=C(N=NN2)C2=CC=CC=C2